N[C@H](C=1N=C2N(N=CC(=C2)CC2C(NCCC2C(F)(F)F)=O)C1)C1CCC(CC1)(F)F 3-((2-((S)-amino(4,4-difluorocyclohexyl)methyl)imidazo[1,2-b]pyridazin-7-yl)methyl)-4-(trifluoromethyl)piperidin-2-one